(1S)-1-(2-chlorophenyl)-2-(2H-tetrazol-2-yl)ethane-1-ol ClC1=C(C=CC=C1)[C@@H](CN1N=CN=N1)O